N-(7-chloro-1-isopropyl-1,2,3,4-tetrahydro-1,8-naphthyridin-4-yl)-2-methylpropane-2-sulfinamide ClC1=CC=C2C(CCN(C2=N1)C(C)C)NS(=O)C(C)(C)C